5,6-diazaspiro[2.5]octane C1CC12CNNCC2